COCCOC(C(C(C(=O)OCCOC)CC(C)C)(C#N)CC(C)C)=O 2,3-diisobutyl-2-cyanosuccinic acid-1,4-di-(2-methoxyethyl) ester